((3r,5r)-3-amino-5-fluoropiperidin-1-yl)(2-(1-(cyclopropylmethyl)-1H-indol-2-yl)-4-methoxy-3-methylpyrazolo[1,5-a]pyrazin-6-yl)methanone N[C@H]1CN(C[C@@H](C1)F)C(=O)C=1N=C(C=2N(C1)N=C(C2C)C=2N(C1=CC=CC=C1C2)CC2CC2)OC